8-Methoxy-N-(propan-2-yl)-1-[trans-4-(pyridin-2-yloxy)cyclohexyl]-5,6-dihydro-4H-[1,2,4]triazolo[4,3-a][1]benzazepin-5-amin COC=1C=CC2=C(CC(CC=3N2C(=NN3)[C@@H]3CC[C@H](CC3)OC3=NC=CC=C3)NC(C)C)C1